C(C)(C)(C)OC(=O)N1C(=CC=C1)C1=NC2=CC=CC=C2C(=C1)Cl 2-(1-(tert-butoxycarbonyl)-1H-pyrrole-2-yl)-4-chloroquinoline